CC1=C(C=CC=C1COC1=C(C=C(C(=N1)OC)CNC1(CC1)C(=O)O)Cl)C1=C(C(=CC=C1)COC1=C(C=C(C(=N1)OC)CNC1(CC1)C(=O)O)Cl)C 1,1'-((((((2,2'-Dimethyl-[1,1'-biphenyl]-3,3'-diyl)bis(methylene))bis(oxy))bis(5-chloro-2-methoxypyridine-6,3-diyl))bis(methylene))bis(azanediyl))bis(cyclopropane-1-carboxylic acid)